Cl.Cl.ClC1=CC(=C2C(=N1)C(=C(S2)C[C@@H](N)C(=O)OC)C)NCC=2OC=CC2 methyl 3-(5-chloro-7-{[(furan-2-yl)methyl]amino}-3-methylthieno[3,2-b]pyridin-2-yl)-D-alaninate dihydrochloride